methyl 3-(4-methanesulfonylphenyl)-3-oxopropanoate CS(=O)(=O)C1=CC=C(C=C1)C(CC(=O)OC)=O